N-(4-(6-(((3aR,5s,6aS)-octahydrocyclopenta[c]pyrrol-5-yl)oxy)pyridazin-3-yl)phenyl)acetamide C1NC[C@H]2[C@@H]1CC(C2)OC2=CC=C(N=N2)C2=CC=C(C=C2)NC(C)=O